1-hexadecanoyl-2-(9Z,12Z,15Z-octadecatrienoyl)-glycero-3-phosphoserine CCCCCCCCCCCCCCCC(=O)OC[C@H](COP(=O)(O)OC[C@@H](C(=O)O)N)OC(=O)CCCCCCC/C=C\C/C=C\C/C=C\CC